fluorobutyl-sulfonyl fluoride FCCCCS(=O)(=O)F